ClCC(=O)C1CCOCC1 2-chloro-1-(tetrahydro-2H-pyran-4-yl)ethan-1-one